F[P-](F)(F)(F)(F)F.F[P-](F)(F)(F)(F)F.[Co+2].N1=CC=CC2=CC=C3C=CC=NC3=C12.N1=CC=CC2=CC=C3C=CC=NC3=C12.N1=CC=CC2=CC=C3C=CC=NC3=C12 tris(1,10-phenanthroline) cobalt bis(hexafluorophosphate)